FC(OC1=CC=C(C=C1)C(C)NC(C)C(=O)OC)F 2-((1-(4-(difluoromethoxy)phenyl)ethyl)amino)-3-methoxy-3-oxopropan